3-(4,4-difluorocyclohexyl)-N-methyl-1-(3-(1-methyl-1H-pyrazol-3-yl)isoquinolin-8-yl)-5,6-dihydroimidazo[1,5-a]pyrazine-7(8H)-carboxamide FC1(CCC(CC1)C1=NC(=C2N1CCN(C2)C(=O)NC)C=2C=CC=C1C=C(N=CC21)C2=NN(C=C2)C)F